(2S)-7-((2S,5R)-4-acryloyl-2,5-dimethylpiperazin-1-yl)-9-chloro-10-(2,4-difluorophenyl)-2-(3-(4-methylpiperazin-1-yl)propyl)-2,3-dihydro-5H-[1,4]oxazino[2,3,4-ij]quinazolin-5-one C(C=C)(=O)N1C[C@@H](N(C[C@H]1C)C1=NC(N2C3=C(C(=C(C=C13)Cl)C1=C(C=C(C=C1)F)F)O[C@H](C2)CCCN2CCN(CC2)C)=O)C